4-(((4,5,6,7-tetrachloro-2'-hexyl-6'-(indolin-1-yl)-3-oxo-3H-spiro[isobenzofuran-1,9'-xanthen]-3'-yl)oxy)methyl)-5-thia-1-azabicyclo[4.2.0]oct-2-ene-2-carboxylic acid ClC1=C2C(OC3(C4=CC=C(C=C4OC=4C=C(C(=CC34)CCCCCC)OCC3C=C(N4CCC4S3)C(=O)O)N3CCC4=CC=CC=C34)C2=C(C(=C1Cl)Cl)Cl)=O